1-(2-fluoro-6-(1H-benzimidazol-5-yl)-4-propylphenyl)ethane-1-ol FC1=C(C(=CC(=C1)CCC)C1=CC2=C(NC=N2)C=C1)C(C)O